BrC=1C(=C(C(=O)NC2CCN(CC2)C(=O)OC(C)(C)C)C=CC1)OC tert-Butyl 4-(3-bromo-2-methoxybenzamido)piperidine-1-carboxylate